Methyl (1r,4r)-1-(3-bromobenzyl)-4-(N-(tert-butoxycarbonyl)methylsulfonamido)cyclohexane-1-carboxylate BrC=1C=C(CC2(CCC(CC2)N(S(=O)(=O)C)C(=O)OC(C)(C)C)C(=O)OC)C=CC1